Tetraphenylzinc C1(=CC=CC=C1)[Zn](C1=CC=CC=C1)(C1=CC=CC=C1)C1=CC=CC=C1